4-(((1-(1-(cyclohexanecarbonyl)piperidin-4-yl)-1H-pyrazol-4-yl)methyl)amino)-2-(2,6-dioxopiperidin-3-yl)isoindoline-1,3-dione C1(CCCCC1)C(=O)N1CCC(CC1)N1N=CC(=C1)CNC1=C2C(N(C(C2=CC=C1)=O)C1C(NC(CC1)=O)=O)=O